(R)-1-(2-chloropyridin-3-yl)ethyl (1-methyl-4-(5-(methylsulfonamido)pyridin-2-yl)-1H-pyrazol-5-yl)carbamate CN1N=CC(=C1NC(O[C@H](C)C=1C(=NC=CC1)Cl)=O)C1=NC=C(C=C1)NS(=O)(=O)C